C1(CCCCC1)CCCN1[C@@H]([C@H]([C@@H]([C@H](C1)O)O)O)C (2r,3r,4r,5s)-1-(3-cyclohexylpropyl)-2-methylpiperidine-3,4,5-triol